CC1=C(CNC(OC(C)(C)C)=O)C=CC(=C1)C1=NC=NN2C1=CC(=C2)N2CCOCC2 tert-butyl (2-methyl-4-(6-morpholinopyrrolo[2,1-f][1,2,4]triazin-4-yl)benzyl)carbamate